1-benzyl-3-methyl-2,5-dihydro-1H-pyrrole C(C1=CC=CC=C1)N1CC(=CC1)C